2-(1R,2S)-2-bromocyclohexyl-2H-1,2,3-triazole Br[C@@H]1[C@@H](CCCC1)N1N=CC=N1